C(C)(C)(C)OC(NCC1=CC(=CC(=C1)C=1C=NN(C1)C1COCC1)F)=O 3-fluoro-5-(1-(tetrahydrofuran-3-yl)-1H-pyrazol-4-yl)benzyl-carbamic acid tert-butyl ester